C(C)(C)(C)OC(=O)N1[C@H](CC(CC1)C1=NC(=CC=C1)OCC1=CC=C2C=NN(C2=C1)C)C (2S)-2-methyl-4-(6-((1-methyl-1H-indazol-6-yl)methoxy)pyridin-2-yl)piperidine-1-carboxylic acid tert-butyl ester